C(CCCCCCCCC)(=O)OCOC(=O)SCC ethylsulfanylcarbonyloxymethyl decanoate